NCCCN(C1=CC=C(C=C1)C1(CC1)C#N)C1=C(C=CC(=C1)C=1C(=NOC1C)C)C 1-(4-((3-aminopropyl)(5-(3,5-dimethylisoxazol-4-yl)-2-methylphenyl)amino)phenyl)cyclopropane-1-carbonitrile